COC=1C=C(C=CC1C)NC(=O)C1CCC(CC1)N1C(NC=2C=NC=CC21)=O N-(3-methoxy-4-methylphenyl)-4-{2-oxo-1H,2H,3H-imidazo[4,5-c]pyridin-1-yl}cyclohexane-1-carboxamide